CC=1N(C=2N(C(C(=C(N2)C(F)(F)F)C=2C=NN(C2)CC(C(F)(F)F)(F)F)=O)C1)COCC[Si](C)(C)C 2-methyl-6-[1-(2,2,3,3,3-pentafluoropropyl)pyrazol-4-yl]-7-(trifluoromethyl)-1-(2-trimethylsilylethoxymethyl)imidazo[1,2-a]Pyrimidin-5-one